N-(2-((2-(dimethylamino)ethyl)(ethyl)amino)-5-((4-(1-methyl-1H-indol-3-yl)furo[3,2-d]pyrimidin-2-yl)amino)phenyl)acetamide CN(CCN(C1=C(C=C(C=C1)NC=1N=C(C2=C(N1)C=CO2)C2=CN(C1=CC=CC=C21)C)NC(C)=O)CC)C